COC1=NSC(=N1)N 3-methoxy-1,2,4-thiadiazole-5-amine